C(=CCCCCCCC=C)C1C(OC(C1)=O)=O 3-[(1E) or (1Z)-deca-1,9-dienyl]tetrahydrofuran-2,5-dione